ClC1=C(C=CC=2C(=C3N(C12)CCN(C3)C(=O)C3(COC3)N(C)C)C=3C=NNC3)Cl (6,7-Dichloro-10-(1H-pyrazol-4-yl)-3,4-dihydropyrazino[1,2-a]indol-2(1H)-yl)(3-(dimethylamino)oxetan-3-yl)methanone